butyltrinaphthylborate C(CCC)[B-](C1=CC=CC2=CC=CC=C12)(C1=CC=CC2=CC=CC=C12)C1=CC=CC2=CC=CC=C12